IC=1C=C(C(=CC1)C1=CC=CC=C1)C1=CC=CC=C1 4'-iodo-[1,1':2',1'']terphenyl